3-chloro-5-(3-((4-chloro-1-(tetrahydro-2H-pyran-2-yl)-1H-indazol-5-yl)amino)-1H-indazol-1-yl)-1-methylpyridin-2(1H)-one ClC=1C(N(C=C(C1)N1N=C(C2=CC=CC=C12)NC=1C(=C2C=NN(C2=CC1)C1OCCCC1)Cl)C)=O